FCCNC1CCC(CC1)NC(N)=O 3-((1r,4r)-4-((2-fluoroethyl)amino)cyclohexyl)urea